C(CCCCCCCCCCC(=O)OC1=C(C(=C(C(=C1F)F)F)F)F)(=O)OC1=C(C(=C(C(=C1F)F)F)F)F bis(2,3,4,5,6-pentafluorophenyl) dodecanedioate